3-(5-(methoxycarbonyl)-6-methylpyridin-3-yl)benzoic acid COC(=O)C=1C=C(C=NC1C)C=1C=C(C(=O)O)C=CC1